NC1=CC(=C(OCCOC2=C(C=C(C=C2)N)C)C=C1)C 1,2-bis(4-amino-2-methylphenoxy)ethane